3-((1s,4s)-4-methoxycyclohexyl)-1-methyl-1H-pyrazole-5-carboxylic acid methyl ester COC(=O)C1=CC(=NN1C)C1CCC(CC1)OC